CC=1N=C(OC1)CC(=O)NC1=NNC(=C1)[C@@H]1C[C@@H](CC1)N(C([O-])=O)C1(CC1)C (1R,3S)-3-(3-{[(4-methyl-1,3-oxazol-2-yl)acetyl]amino}-1H-pyrazol-5-yl)cyclopentyl(1-methylcyclopropyl)carbamate